2-chloro-N1-(4-chloro-3-(pyridin-2-yl)phenyl)-N4-((6-methylpyridin-2-yl)methyl)terephthalamide ClC1=C(C(=O)NC2=CC(=C(C=C2)Cl)C2=NC=CC=C2)C=CC(=C1)C(=O)NCC1=NC(=CC=C1)C